N-(4-(2-(2-aminopyrimidin-4-yl)pyridin-4-yl)-3-fluorophenyl)-5-bromo-1-(4-fluorophenyl)-2-Oxo-1,2-dihydropyridine-3-carboxamide NC1=NC=CC(=N1)C1=NC=CC(=C1)C1=C(C=C(C=C1)NC(=O)C=1C(N(C=C(C1)Br)C1=CC=C(C=C1)F)=O)F